C(OCC=COOC(C)(C)C)([O-])=O tert-butylperoxyallyl monocarbonate